butylphenyl-methylpropionic acid C(CCC)CC(C(=O)O)(C)C1=CC=CC=C1